FC(C=1C=CC=2N(C1)N=CC2C=2C=C1C(=CN=CC1=CC2)OC2CCN(CC2)C(=O)OC(C)(C)C)(F)F tert-butyl 4-((6-(6-(trifluoromethyl)pyrazolo[1,5-a]pyridin-3-yl)isoquinolin-4-yl)oxy)piperidine-1-carboxylate